C(CCC)SC1=C(C#N)C=CC=C1 2-(n-butylthio)benzonitrile